N-(3-fluoro-5-(4-methylpiperazin-1-yl)phenyl)-4-hydroxy-1-isobutyl-2-oxo-1,2-dihydroquinoline-3-carboxamide hydrochloride salt Cl.FC=1C=C(C=C(C1)N1CCN(CC1)C)NC(=O)C=1C(N(C2=CC=CC=C2C1O)CC(C)C)=O